C(C)(=O)OC1COC(CC1)CO 6-(hydroxymethyl)tetrahydro-2H-pyran-3-yl acetate